COC=1C=C2C(=CC=NC2=CC1OCCCN1CCOCC1)OC=1C=CC(=NC1)NC(C1=NC=CC(=C1)N1CCN(CC1)C)=O N-(5-((6-Methoxy-7-(3-morpholinopropoxy)chinolin-4-yl)oxy)pyridin-2-yl)-4-(4-methylpiperazin-1-yl)picolinamid